perfluoro(2,3-dimethyl-1,4-dioxin) FC=1OC(=C(OC1F)C(F)(F)F)C(F)(F)F